C(C)(C)(C)[Si](OC[C@H]1NC([C@@H](N(C2=C(C1)C=CC(=C2F)N2C[C@@H](CC2)NC)C)C(C)C)=O)(C2=CC=CC=C2)C2=CC=CC=C2 (2S,5S)-5-{[tert-butylbis(phenyl)siloxy]methyl}-10-fluoro-2-isopropyl-1-methyl-9-[(R)-3-(methylamino)-1-pyrrolidinyl]-1,4,5,6-tetrahydro-1,4-benzodiazocin-3(2H)-one